12-azatricyclo[6.3.1.02,7]Dodeca-2,4,6-triene C12C3=CC=CC=C3C(CCC1)N2